C(C1=CC=C(C(=O)OC)C=C1)(=O)OCC(CCCC)CC 2-ethylhexyl methyl terephthalate